COC1=C(C=CC=C1C1=NN(C=N1)C)NC=1C2=C(N=C(C1)NC1=NC=CC=C1)NN=C2NC N4-(2-methoxy-3-(1-methyl-1H-1,2,4-triazol-3-yl)phenyl)-N3-methyl-N6-(pyridin-2-yl)-1H-pyrazolo[3,4-b]pyridin-3,4,6-triamine